C(=O)C1=C(OC=2C=C(C(=O)/N=C/3\NC4=C(N3CC(C)(C)O)C=C(C=C4)CN4CC(C4)C(C)(C)O)C=CN2)C=CC=C1O (E)-2-(2-formyl-3-hydroxyphenoxy)-N-(1-(2-hydroxy-2-methylpropyl)-6-((3-(2-hydroxypropan-2-yl)azetidin-1-yl)methyl)-1,3-dihydro-2H-benzo[d]imidazol-2-ylidene)isonicotinamide